8-Methyl-2-(((1-((3-methyl-1H-pyrazol-4-yl)methyl)piperidin-4-yl)thio)methyl)quinazolin-4(3H)-one CC=1C=CC=C2C(NC(=NC12)CSC1CCN(CC1)CC=1C(=NNC1)C)=O